(2-methoxy-5,6,7,8-tetrahydroquinolin-8-yl)methylamine dihydrochloride Cl.Cl.COC1=NC=2C(CCCC2C=C1)CN